[C@H]12CN(C[C@H](CC1)N2)C2=NC(=NC(=C2C#N)N2CC1(C(CCC3=CC=CC=C13)=O)C2)OCC2(CC2)CN2CCOCC2 4-[(1R,5S)-3,8-diazabicyclo[3.2.1]octan-3-yl]-2-[[1-(morpholinomethyl)cyclopropyl]methoxy]-6-(2'-oxospiro[azetidine-3,1'-tetralin]-1-yl)pyrimidine-5-carbonitrile